(-)-Ethyl 4-[2-(4-fluorophenyl)-4-oxo-1,3-thiazolidin-3-yl]-3-methylbenzoate FC1=CC=C(C=C1)C1SCC(N1C1=C(C=C(C(=O)OCC)C=C1)C)=O